(R)-2-(5-(5-(1-(3,5-dichloropyridin-4-yl)ethoxy)-1H-indazol-3-yl)pyrimidin-2-yl)-2,6-diazaspiro[3.5]nonane ClC=1C=NC=C(C1[C@@H](C)OC=1C=C2C(=NNC2=CC1)C=1C=NC(=NC1)N1CC2(C1)CNCCC2)Cl